COCOC=1C(=NC=CC1)C1=CC(NCC1)=O (methoxymethoxy)-5',6'-dihydro-[2,4'-bipyridin]-2'(1'H)-one